2-((4-((3-(3,4-difluorophenyl)-3-phenylureido)methyl)cyclohexyl)methoxy)acetic acid FC=1C=C(C=CC1F)N(C(NCC1CCC(CC1)COCC(=O)O)=O)C1=CC=CC=C1